N-[3-[2-(difluoromethoxy)-5-(1H-pyrazol-4-yloxy)phenyl]-1H-pyrazol-4-yl]pyrazolo[1,5-a]pyrimidine-3-carboxamide FC(OC1=C(C=C(C=C1)OC=1C=NNC1)C1=NNC=C1NC(=O)C=1C=NN2C1N=CC=C2)F